7-(1-cyclopropylpiperidin-4-yl)-9-methyl-2-(2-methyl-2H-indazol-5-yl)-4H-pyrido[1,2-a]pyrimidin-4-one C1(CC1)N1CCC(CC1)C=1C=C(C=2N(C(C=C(N2)C2=CC3=CN(N=C3C=C2)C)=O)C1)C